ClC1=CC(=CN=N1)N1CCC(CC1)(C#N)C1=NN(C=C1)C 1-(6-chloropyridazin-4-yl)-4-(1-methyl-1H-pyrazol-3-yl)piperidine-4-carbonitrile